[N+](=O)([O-])C1=CC=C(CN2CC(CC2)C(=O)N2CCN(CC2)C2=CC=NC3=CC=CC=C23)C=C1 (1-(4-nitrobenzyl)pyrrolidin-3-yl)(4-(quinolin-4-yl)piperazin-1-yl)methanone